C[N+](CCCCCCCC)(CCCCCCCC)C Dimethyldioctylammonium